ClC=1C=C2C(=CN1)N(C(=C2)C2=C(C(=CC=C2)OC)C)C 5-chloro-2-(3-methoxy-2-methylphenyl)-1-methylpyrrolo[2,3-c]pyridine